C(C)(C)C=1C(=NNC1C=1C=C(C=2N(C1)N=CN2)C)C=2SC(=CN2)C2CCC(CC2)N(CCC(F)(F)F)C 4-(2-(4-isopropyl-5-(8-methyl-[1,2,4]triazolo[1,5-a]pyridin-6-yl)-1H-pyrazol-3-yl)thiazol-5-yl)-N-methyl-N-(3,3,3-trifluoropropyl)cyclohexan-1-amine